(2,6-difluoro-4-(2-fluorophenoxy)phenyl)(4-(((3R,6S)-6-(hydroxymethyl)tetrahydro-2H-pyran-3-yl)amino)-5-methoxy-1H-pyrrolo[2,3-b]pyridin-3-yl)methanone FC1=C(C(=CC(=C1)OC1=C(C=CC=C1)F)F)C(=O)C1=CNC2=NC=C(C(=C21)N[C@H]2CO[C@@H](CC2)CO)OC